N1N=CC2=CC=C(C=C12)NC=1C2=C(N=C(N1)OC[C@]13CCCN3C[C@@H](C1)F)C(=C(N=C2)C2=CC(=CC1=CC=C(C(=C21)CC)F)O)F 4-(4-((1H-indazol-6-yl)amino)-8-fluoro-2-(((2r,7as)-2-fluorohexahydro-1H-pyrrolizin-7a-yl)methoxy)pyrido[4,3-d]pyrimidin-7-yl)-5-ethyl-6-fluoronaphthalen-2-ol